CC1CN(CC(N1)C)C1CC(C1)C(=O)N 3-(3,5-dimethylpiperazin-1-yl)cyclobutane-1-carboxamide